C1=C(C=CC2=CC=CC=C12)C1=CC=C(C=C1)C1=CC=C(C=C1)OB(O)O (4'-(naphthalen-2-yl)-[1,1'-biphenyl]-4-yl)boric acid